C12(CC3CC(CC(C1)C3)C2)NC2=CC=C(C=C2)[C@@H]2N([C@H](CC3=CC(=CC=C23)OC)CC2CC2)C(C#C[Si](C)(C)C)=O 1-((1S,3S)-1-(4-(((3R,5R,7R)-adamantan-1-yl)amino)phenyl)-3-(cyclopropylmethyl)-6-methoxy-3,4-dihydroisoquinolin-2(1H)-yl)-3-(trimethylsilyl)prop-2-yn-1-one